NC1=CC=2C=C3C(=NC2C=C1C(F)(F)F)C1=CC2=C(C(N1C3)=O)COC([C@]2(O)CC)=O (S)-9-amino-4-ethyl-4-hydroxy-8-(trifluoromethyl)-1,12-dihydro-14H-pyrano[3',4':6,7]indolizino[1,2-b]quinoline-3,14(4H)-dione